ethyl 3-(3-(5,5-difluoro-7-((2-hydroxyethyl)sulfonyl)-2,6,6-trimethyl-1-(2-methylhydrazineyl)-1-oxoheptan-2-yl)phenyl)propanoate FC(CCC(C(=O)NNC)(C)C=1C=C(C=CC1)CCC(=O)OCC)(C(CS(=O)(=O)CCO)(C)C)F